1-[4-(trifluoromethyl)phenyl]azetidin-3-one FC(C1=CC=C(C=C1)N1CC(C1)=O)(F)F